(S)-2-amino-3-(4-(4-(benzyloxy)thieno[3,2-d]pyrimidine-7-yl)phenyl)propionic acid hydrochloride Cl.N[C@H](C(=O)O)CC1=CC=C(C=C1)C1=CSC2=C1N=CN=C2OCC2=CC=CC=C2